(1R,3S)-3-{3-[(1,2-oxazol-5-ylacetyl)amino]-1H-pyrazol-5-yl}cyclopentyl propylcarbamate C(CC)NC(O[C@H]1C[C@H](CC1)C1=CC(=NN1)NC(CC1=CC=NO1)=O)=O